Cl.CC(CC(OC1=CC=CC=2OCOC21)C2=CC=CC=C2)N methyl-3-phenyl-3-[(benzo[d][1,3]dioxol-4-yl)oxy]propanamine hydrochloride